6-chlorohydroxyquinoline ClC=1C=C2C=CC(=NC2=CC1)O